ethyl 2-((1-methyl-1H-pyrazol-4-yl)amino)-4-(((1s,4s)-4-(4-(2-(piperidin-4-yl)ethyl)piperazin-1-yl)cyclohexyl)amino)pyrimidine-5-carboxylate hydrochloride Cl.CN1N=CC(=C1)NC1=NC=C(C(=N1)NC1CCC(CC1)N1CCN(CC1)CCC1CCNCC1)C(=O)OCC